C(C)OC(=O)C=1N(C=C2C1CCC2=O)S(=O)(=O)C2=CC=C(C)C=C2 4-oxo-2-tosyl-2,4,5,6-tetrahydrocyclopenta[c]pyrrole-1-carboxylic acid ethyl ester